(2,7-dichloro-8-fluoropyrido[4,3-d]pyrimidin-4-yl)-8-azaspiro[4.5]dec-2-en-1-amine ClC=1N=C(C2=C(N1)C(=C(N=C2)Cl)F)C2(C=CCC21CCNCC1)N